1H-1,2,4-triazole-1-propylamine N1(N=CN=C1)CCCN